isopropyl-4-(pyridin-4-ylmethyl)piperazine-2-carboxamide C(C)(C)N1C(CN(CC1)CC1=CC=NC=C1)C(=O)N